CN1CCN(CC1)C1=NC2=C(C(=CC=C2C=C1)[N+](=O)[O-])O (4-Methylpiperazinyl)-7-nitroquinoline-8-ol